N[C@@H](C)C1=NC2=CC=CC(=C2C(N1C1=CC=CC=C1)=O)C#CC1=C2N(N=C1)CCC2 (S)-2-(1-aminoethyl)-5-((5,6-dihydro-4H-pyrrolo[1,2-b]pyrazol-3-yl)ethynyl)-3-phenylquinazolin-4(3H)-one